(S)-1-(3-(1-((1-methyl-1H-pyrazolo[3,4]pyrazin-6-yl)amino)ethyl)phenyl)-3-phenylurea CN1N=CC2=C1N=C(C=N2)N[C@@H](C)C=2C=C(C=CC2)NC(=O)NC2=CC=CC=C2